CC(C)[C@@]1([C@H](CCC1)O)O |r| rac-(1S,2S)-1-(propan-2-yl)cyclopentane-1,2-diol